FC(S(=O)(=O)N[C@@H]1[C@@H](N(CC12CC2)C(=O)N[C@@H](CO)C)CC=2C(=C(C=CC2)C2=CC=CC=C2)F)F (6S,7S)-7-((difluoromethyl)sulfonamido)-6-((2-fluoro-[1,1'-biphenyl]-3-yl)methyl)-N-((R)-1-hydroxypropan-2-yl)-5-azaspiro[2.4]heptane-5-carboxamide